5-(4-((1S,2R)-2-isopropylcyclopropyl)-5-methylimidazo[1,5-b]pyridazin-2-yl)pyrimidine-2,4(1H,3H)-dione C(C)(C)[C@@H]1[C@H](C1)C=1C=2N(N=C(C1)C=1C(NC(NC1)=O)=O)C=NC2C